tert-Butyl 4-(2,6-dichloropyrimidin-4-yl)-1,4-diazepane-1-carboxylate ClC1=NC(=CC(=N1)N1CCN(CCC1)C(=O)OC(C)(C)C)Cl